9-(2-(2-chloro-4-methylphenoxy)ethyl)-9H-purin-6-amine ClC1=C(OCCN2C3=NC=NC(=C3N=C2)N)C=CC(=C1)C